N1CC(=CCC1)C1=COC2=C1C=CC=C2C#N 3-(1,2,5,6-Tetrahydropyridin-3-yl)-1-benzofuran-7-carbonitrile